S1C(=NC2=C1N=C(S2)C(=O)O)C(=O)O Thiazolo[5,4-d]thiazole-2,5-dicarboxylic acid